2-bromo-3-(4-tert-butoxycarbonylaminopiperidinyl)naphthoquinone BrC=1C(C2=CC=CC=C2C(C1N1CCC(CC1)NC(=O)OC(C)(C)C)=O)=O